methyl-2-chloro-6-formylnicotinic acid CC=1C(=NC(=C(C(=O)O)C1)Cl)C=O